1-(2,3-Dihydroxypropyl)-7'-fluoro-3'-methyl-2'-oxo-2',3'-dihydrospiro[azetidine-3,1'-pyrrolo[2,3-c]quinolin] OC(CN1CC2(C(N(C=3C=NC=4C=C(C=CC4C32)F)C)=O)C1)CO